butyl (1R,5R)-6-(3-cyano-7-(8-ethynyl-7-fluoronaphthalen-1-yl)-8-fluoro-1,6-naphthyridin-4-yl)-2,6-diazabicyclo[3.2.0]heptane-2-carboxylate C(#N)C=1C=NC2=C(C(=NC=C2C1N1[C@@H]2CCN([C@@H]2C1)C(=O)OCCCC)C1=CC=CC2=CC=C(C(=C12)C#C)F)F